7-[2-(2-methoxyethoxy)phenyl]-6-phenyl-5H-thieno[3,2-c]pyridin-4-one COCCOC1=C(C=CC=C1)C=1C2=C(C(NC1C1=CC=CC=C1)=O)C=CS2